N1-(4-chloro-3-cyclopropylphenyl)-N3,N3-dimethylpropane-1,3-diamine ClC1=C(C=C(C=C1)NCCCN(C)C)C1CC1